CC1(CC(CCC1)N)N methyl-1,3-diaminocyclohexane